CC1=C(C(=CC=C1)C)NC1=NN(C2=NC(=NC=C21)NC2=CC=CC=C2)CCC(CO)O 4-(3-(2,6-dimethylphenylamino)-6-(phenylamino)-1H-pyrazolo[3,4-d]pyrimidin-1-yl)butane-1,2-diol